2-(2-chlorophenyl)-N-[4-(4-Fluorophenoxy)-3-sulfamoylphenyl]acetamide ClC1=C(C=CC=C1)CC(=O)NC1=CC(=C(C=C1)OC1=CC=C(C=C1)F)S(N)(=O)=O